R-phenyloxazolidinone C1(=CC=CC=C1)N1C(OCC1)=O